2'-chloro-N-(5-(imidazo[1,5-a]pyridine-5-carbonyl)-5,6-dihydro-4H-pyrrolo[3,4-d]thiazol-2-yl)-5'-methoxy-6-methyl-[4,4'-bipyridine]-3-carboxamide ClC1=NC=C(C(=C1)C1=C(C=NC(=C1)C)C(=O)NC=1SC2=C(N1)CN(C2)C(=O)C2=CC=CC=1N2C=NC1)OC